C(C)(=O)ON=C(C(=O)C1=CC=CC=C1)C 2-acetoxyimino-1-phenylpropan-1-one